IC=1C=C(C=CC1)C1=NN=NN1 5-(3-iodophenyl)-1H-tetrazole